3-bromo-5-(3-ethyl-6-fluoroimidazo[1,2-a]pyrimidine-2-carbonyl)-2-hydroxybenzonitrile BrC=1C(=C(C#N)C=C(C1)C(=O)C=1N=C2N(C=C(C=N2)F)C1CC)O